2-((2S,4S)-4-(4-(3-(dimethylamino)azetidin-1-yl)-7-(2,3-dimethylphenyl)-6-fluoro-8-methyl-1H-[1,2,3]triazolo[4,5-c]quinolin-1-yl)piperidin-2-yl)acetonitrile CN(C1CN(C1)C1=NC=2C(=C(C(=CC2C2=C1N=NN2[C@@H]2C[C@H](NCC2)CC#N)C)C2=C(C(=CC=C2)C)C)F)C